(E)-4-amino-5-fluoro-2-pentenoic acid NC(/C=C/C(=O)O)CF